N-(cyclohexylmethyl)-3-(2-methyl-2H-pyrazolo[3,4-b]pyridin-5-yl)-N-(2-propanyl)-6-quinoxalinecarboxamide C1(CCCCC1)CN(C(=O)C=1C=C2N=C(C=NC2=CC1)C1=CC=2C(N=C1)=NN(C2)C)C(C)C